C([C@@H]1[C@H]([C@@H]([C@H]([C@H](O1)O[C@]2([C@H]([C@@H]([C@H](O2)COP(=O)(O)O)O)O)CO)O)O)O)O sucrose 6-phosphate